FC(C1=NN(C=C1I)C(C1=CC=CC=C1)(C1=CC=CC=C1)C1=CC=CC=C1)F 3-(difluoromethyl)-4-iodo-1-trityl-pyrazole